tert-butyl 2-[3-[ethyl(methyl)amino]phenyl]piperidine-1-carboxylate C(C)N(C=1C=C(C=CC1)C1N(CCCC1)C(=O)OC(C)(C)C)C